COC1=C2C(=NC(=NC2=CC=C1)C=1SC=CC1)NC1=C(C(NC1=O)=O)C (5-Methoxy-2-thiophen-2-yl-quinazolin-4-ylamino)-3-methyl-pyrrole-2,5-dione